5-(4-aminopiperidin-1-yl)-3-isopropyl-N-(2-(3-(tetrahydro-2H-pyran-4-yl)-1H-pyrazol-1-yl)benzyl)-2H-pyrazolo[4,3-d]pyrimidin-7-amine NC1CCN(CC1)C=1N=C(C=2C(N1)=C(NN2)C(C)C)NCC2=C(C=CC=C2)N2N=C(C=C2)C2CCOCC2